CC(C)CCC(CC(C)(C)C)C 2,5,7,7-tetramethyloctane